NC1=C(SC2=NC(=CN=C21)C)C(=O)N[C@H]2CC1=CC=C(C=C1CC2)N2CCNC[C@@H](C2)F 7-amino-N-((R)-6-((S)-6-fluoro-1,4-diazepan-1-yl)-1,2,3,4-tetrahydronaphthalen-2-yl)-3-methylthieno[2,3-b]pyrazine-6-carboxamide